NC=1C=C(OC2C3C4=C(C2CC3)C=C(C=C4)OC4=CC(=C(C=C4)C(F)(F)F)N)C=CC1C(F)(F)F 3,6-bis(3-amino-4-trifluoromethylphenoxy)benzonorbornene